C(C)C(COC1=CC=C(C=C1)[C@@H](CC(=O)O)C#CC)CC (3R)-3-[4-(2-ethylbutoxy)phenyl]hex-4-ynoic acid